ClC1=C(C=C(C=C1)[C@@H]([C@H]1[C@H]([C@H]2[C@H](OC(O2)(C)C)O1)O)O)CC1=CC(=C(C=C1)O)F (3aS,5S,6R,6aS)-5-[(S)-[4-chloro-3-[(3-fluoro-4-hydroxy-phenyl)methyl]phenyl]-hydroxy-methyl]-2,2-dimethyl-3a,5,6,6a-tetrahydrofuro[2,3-d][1,3]dioxolan-6-ol